2-(1-((tert-butyldimethylsilyl)oxy)-2,2,2-trifluoroethyl)-4-methyl-5-(4,4,5,5-tetramethyl-1,3,2-dioxaborolan-2-yl)pyridine [Si](C)(C)(C(C)(C)C)OC(C(F)(F)F)C1=NC=C(C(=C1)C)B1OC(C(O1)(C)C)(C)C